C(CC)OCCOCCOCCO TRIETHYLENE GLYCOL MONOPROPYL ETHER